CN(C1=CC=C(C(=O)NC=2C=CC=C3C=CC=NC23)C=C1)C 4-(dimethylamino)-N-(quinolin-8-yl)benzamide